lanthanum (III) tris(N,N'-diisopropylformamidine) C(C)(C)NC=NC(C)C.C(C)(C)NC=NC(C)C.C(C)(C)NC=NC(C)C.[La+3]